COC(CNC1=NC2=C(OC[C@@H]1NC(OCC1=CC=CC=C1)=O)C=CC=C2)OC (R)-benzyl 4-(2,2-dimethoxyethylamino)-2,3-dihydrobenzo[b][1,4]-oxazepin-3-ylcarbamate